O=C1CC(CCC1)NC(OC(C)(C)C)=O tert-Butyl (3-oxocyclohexyl)carbamate